(1R,3aS,3bR,5aS,8S,10aS,10bS,12aR)-8-ethyl-10a,12a-dimethyl-1-((2R,5R)-6,6,6-trifluoro-5-hydroxy-5-methylhexan-2-yl)octadecahydrocyclohepta[a]cyclopenta[f]naphthalen-8-ol C(C)[C@@]1(CC[C@H]2[C@@]([C@H]3CC[C@]4([C@H]([C@@H]3CC2)CC[C@@H]4[C@H](C)CC[C@@](C(F)(F)F)(C)O)C)(CC1)C)O